FC1=C(C(=C(C(=C1F)F)F)F)[B-](C1=C(C(=C(C(=C1F)F)C=C)F)F)(C1=C(C(=C(C(=C1F)F)C=C)F)F)C1=C(C(=C(C(=C1F)F)C=C)F)F.[Li+] Lithium (perfluorophenyl)tris(2,3,5,6-tetrafluoro-4-vinylphenyl)borate